N1(CCCC1)C1=C(CN2CCCC23CCN(CC3)C(=O)N3N=C(C=C3)C(=O)N)C=CC(=C1)C(F)(F)F 1-(1-(2-(pyrrolidin-1-yl)-4-(trifluoromethyl)benzyl)-1,8-diazaspiro[4.5]decane-8-carbonyl)-1H-pyrazole-3-carboxamide